C(C)(C)(C)OC(=O)N[C@H](C(=O)OC)CC1=CNC2=C(C=CC=C12)C(=C)C (S)-methyl 2-((tert-butoxycarbonyl) amino)-3-(7-(prop-1-en-2-yl)-1H-indol-3-yl)propanoate